N[C@@H](CC1=CC=CC(=N1)C(CO)O)C1=C(C=CC=C1)C1=NOC2=C1C=CC=C2 1-(6-{(S)-2-Amino-2-[2-(benzo[d]isoxazol-3-yl)phenyl]ethyl}pyridine-2-yl)ethan-1,2-diol